2-Chloro-4-((3R)-8-(5-(4-((4-(3-((2,6-dioxo-piperidin-3-yl)amino)-phenyl)piperazin-1-yl)-methyl)piperidine-1-carbonyl)pyrazin-2-yl)-3-methyl-2,8-diazaspiro[4.5]decan-2-yl)benzonitrile ClC1=C(C#N)C=CC(=C1)N1CC2(C[C@H]1C)CCN(CC2)C2=NC=C(N=C2)C(=O)N2CCC(CC2)CN2CCN(CC2)C2=CC(=CC=C2)NC2C(NC(CC2)=O)=O